4-cyclopropyl-2-(1-ethoxyvinyl)nicotinic acid methyl ester COC(C1=C(N=CC=C1C1CC1)C(=C)OCC)=O